C(C)OC(CCC\C=C/CCO)OCC (3Z)-8,8-diethoxy-3-octen-1-ol